(R)-(5-tertiary butyl-oxazolidoyl)ferrocene C(C)(C)(C)C1=C(N=[C-]O1)C(=O)[C-]1C=CC=C1.[CH-]1C=CC=C1.[Fe+2]